tert-butyl 4-cyano-4-(4-fluoro-3-(trifluoromethyl)benzyl)piperidine-1-carboxylate C(#N)C1(CCN(CC1)C(=O)OC(C)(C)C)CC1=CC(=C(C=C1)F)C(F)(F)F